C(CC=C)N1N=CC(=C1)N 1-(but-3-en-1-yl)-1H-pyrazole-4-amine